5-((8-(4-(4-amino-3-(4-phenoxyphenyl)-1H-pyrazolo[3,4-d]pyrimidin-1-yl)piperidin-1-yl)-8-oxooctyl)thio)-2-(2,6-dioxopiperidin-3-yl)-4-fluoroisoindoline-1,3-dione NC1=C2C(=NC=N1)N(N=C2C2=CC=C(C=C2)OC2=CC=CC=C2)C2CCN(CC2)C(CCCCCCCSC=2C(=C1C(N(C(C1=CC2)=O)C2C(NC(CC2)=O)=O)=O)F)=O